C1(CC1)C=1C(=NN(C1C(=O)OCC)CC(=O)C1=CC(=C(C=C1)C)F)C(=O)OCC Diethyl 4-cyclopropyl-1-{2-[3-fluoro-4-methylphenyl]-2-oxoethyl}-1H-pyrazole-3,5-dicarboxylate